C(C1=CC=CC=C1)OCC1CC2(C1)CCNCC2 2-(benzyloxymethyl)-7-azaspiro[3.5]nonane